COCN1C(N(C2C1N(C(N2COC)=O)COC)COC)=O 1,3,4,6-tetramethoxymethyl-tetrahydro-imidazo[4,5-d]imidazole-2,5-dione